N1C(NCC12CCCC2)=O diazaspiro[4.4]nonan-2-one